(1-(2-Chloro-5-((1-(difluoromethyl)-1H-pyrazol-4-yl)ethynyl)pyridin-4-yl)-4-methylpiperidin-4-yl)methanol ClC1=NC=C(C(=C1)N1CCC(CC1)(C)CO)C#CC=1C=NN(C1)C(F)F